3-Aminoisobutyric acid NCC(C(=O)O)C